ClC1=NC(=NC(=N1)Cl)N 4,6-Dichloro-1,3,5-triazin-2-amine